C(CCC)C1(CS(C2=C(N(C1)C1=CC=C(C=C1)F)C=C(C(=C2)OCC2(CC2)C(=O)O)SC)(=O)=O)CC 1-(((3-butyl-3-ethyl-5-(4-fluorophenyl)-7-(methylthio)-1,1-dioxido-2,3,4,5-tetrahydro-1,5-benzothiazepin-8-yl)oxy)methyl)cyclopropane-1-carboxylic acid